1-Methyl-N-(6-(2-methylpyridin-4-yl)pyrrolo[1,2-c]pyrimidin-3-yl)piperidine-4-carboxamide CN1CCC(CC1)C(=O)NC1=CC=2N(C=N1)C=C(C2)C2=CC(=NC=C2)C